OC1=CC=C(C=C1)/C=C/C(=O)C1=CC=C(OCC(=O)NC2=CC=CC=C2)C=C1 2-[4-[(E)-3-(4-Hydroxyphenyl)prop-2-enoyl]phenoxy]-N-phenylacetamide